tert-butyl (1S,4S,5S)-3-allyl-4-((S)-but-3-en-2-yl)-1-fluoro-3,8-diazabicyclo[3.2.1]octane-8-carboxylate C(C=C)N1C[C@]2(CC[C@@H]([C@@H]1[C@@H](C)C=C)N2C(=O)OC(C)(C)C)F